(S)-tert-Butyl ((5-(1H-imidazol-1-yl)isochroman-1-yl)methyl)carbamate N1(C=NC=C1)C1=C2CCO[C@@H](C2=CC=C1)CNC(OC(C)(C)C)=O